C(C)(C)(C)OC(=O)N1CCN(CC1)C1=C2C(=NS1)C(=C(C(=C2)Cl)C2=NC(=CC=C2Cl)N)F 4-(6-(6-amino-3-chloropyridin-2-yl)-5-chloro-7-fluorobenzo[c]isothiazol-3-yl)piperazine-1-carboxylic acid tert-butyl ester